Cl.CC1(C=C(CNC1)C1=CNC2=NC=CC=C21)C 3-(5,5-dimethyl-1,2,5,6-tetrahydropyridin-3-yl)-1H-pyrrolo[2,3-b]pyridine hydrochloride